COC1C(N(S(C1=C)(=O)=O)C)C1=CC=CC=C1 4-methoxy-2-methyl-5-methylene-3-phenylisothiazolidine 1,1-dioxide